9-(naphthalen-2-yl)anthracene C1=C(C=CC2=CC=CC=C12)C=1C2=CC=CC=C2C=C2C=CC=CC12